S(=O)(=O)([O-])[O-].C(C)N1C=[N+](C=C1)C.C(C)N1C=[N+](C=C1)C 1-ethyl-3-methylimidazolium monosulfate